2-(1H-pyrazol-3-yl)acetohydrazide N1N=C(C=C1)CC(=O)NN